[C].CO Methanol carbon